tert-butyl (3S,4S)-3-amino-4-methoxy-cyclopentanecarboxylate N[C@H]1CC(C[C@@H]1OC)C(=O)OC(C)(C)C